3,4-diamino-3-cyclobutene-1,2-dione NC=1C(C(C1N)=O)=O